C(C)OC(=O)C1=C(N=C(S1)NC1=NC(=CC(=N1)N1CCC(CC1)CO)N1CCN(CC1)C(C)C)C 2-[4-(4-hydroxymethylpiperidin-1-yl)-6-(4-dimethylmethylpiperazin-1-yl)-pyrimidin-2-ylamino]-4-methylthiazole-5-carboxylic acid ethyl ester